6,7-dihydro-5H-pyrrolo[3,4-d]pyrimidin-5-one N1=CN=CC2=C1CNC2=O